CNC(C1=C(C=C(C=C1)C1=NN(C(C=C1)=O)CCC=1C=C2C=C(C=NC2=CC1)N1CCN(CC1)C)C(F)(F)F)=O N-methyl-4-(1-(2-(3-(4-methylpiperazin-1-yl)quinolin-6-yl)ethyl)-6-oxo-1,6-dihydropyridazin-3-yl)-2-(trifluoromethyl)benzamide